C(C=C)(=O)N1CC(C1)C1C=2N(NCC1)C(=C(N2)C2=CC=C(C=C2)OC2=CC=CC=C2)C(=O)N 8-(1-acryloylazetidin-3-yl)-2-(4-phenoxyphenyl)-5,6,7,8-tetrahydroimidazo[1,2-b]pyridazine-3-carboxamide